2-(3-chloro-2-fluorophenyl)-1-hydroxy-4-methyl-1H-imidazole-5-formic acid ClC=1C(=C(C=CC1)C=1N(C(=C(N1)C)C(=O)O)O)F